N-(2,5-difluoro-4-methyl-phenyl)-5-phenyl-1H-pyrrole-3-sulfonamide FC1=C(C=C(C(=C1)C)F)NS(=O)(=O)C1=CNC(=C1)C1=CC=CC=C1